ClC(Cl)[SiH2]C=C Dichloromethyl-(vinyl)silane